Cl.O[C@H](CCCN1CCC(CC1)C(C1=CC=CC=C1)(C1=CC=CC=C1)O)C1=CC=C(C=C1)C(C(=O)O)(C)C |r| (±)-4-[1-hydroxy-4-[4-(hydroxybenzhydryl)-1-piperidinyl]butyl]-α,α-dimethylbenzeneacetic acid hydrochloride